(E)-3-(2-benzyl-4-methylphenyl)acrylic acid C(C1=CC=CC=C1)C1=C(C=CC(=C1)C)/C=C/C(=O)O